2-(4-(2-(7,8-dimethyl-[1,2,4]triazolo[4,3-a]pyridin-6-yl)-3-isopropyl-1H-indol-5-yl)-2,6-dimethylpiperidin-1-yl)-N,N-dimethylacetamide CC1=C(C=2N(C=C1C=1NC3=CC=C(C=C3C1C(C)C)C1CC(N(C(C1)C)CC(=O)N(C)C)C)C=NN2)C